tert-butyl 7-(1H-pyrazolo[3,4-d]pyrimidin-6-ylamino)-3,4-dihydro-1H-isoquinoline-2-carboxylate N1N=CC=2C1=NC(=NC2)NC2=CC=C1CCN(CC1=C2)C(=O)OC(C)(C)C